3-(4-(fluoromethyl)phenyl)-N-(4-methyl-3-(pyridin-4-yl)-1H-pyrazol-5-yl)propenamide FCC1=CC=C(C=C1)C=CC(=O)NC1=C(C(=NN1)C1=CC=NC=C1)C